(R)-3-(1-acetyl-4-hydroxypiperidin-4-yl)-8-(benzyloxy)-5-((1-(3-(difluoromethyl)-2-fluorophenyl)ethyl)amino)-1,7-dimethyl-1,6-naphthyridine-2(1H)-one C(C)(=O)N1CCC(CC1)(O)C=1C(N(C2=C(C(=NC(=C2C1)N[C@H](C)C1=C(C(=CC=C1)C(F)F)F)C)OCC1=CC=CC=C1)C)=O